(R)-1-((4-Bromophenyl)(Phenyl)Methyl)Azetidin-3-Ol BrC1=CC=C(C=C1)[C@H](N1CC(C1)O)C1=CC=CC=C1